1,1,1-trifluoromethyl-N-(2-hydroxyethyl)methanesulfonamide FCC(S(=O)(=O)NCCO)(CF)CF